ClC1=C(C=CC(=C1)OCC=1C(=NOC1C1CC1)C1=C(C=CC=C1Cl)Cl)C1(CN(C1)C1=NC=C(C(=O)O)C=C1C)O 6-(3-(2-chloro-4-((5-cyclopropyl-3-(2,6-dichlorophenyl)isoxazol-4-yl)methoxy)phenyl)-3-hydroxyazetidin-1-yl)-5-methylnicotinic acid